methyl 2-((5-(2-((4-chloro-2-fluorobenzyl)oxy)pyrimidin-4-yl)-3,4,5,6-tetrahydropyrrolo[3,4-c]pyrrol-2(1H)-yl)methyl)-3-(2-methoxyethyl)-3H-imidazo[4,5-b]pyridine-5-carboxylate ClC1=CC(=C(COC2=NC=CC(=N2)N2CC3=C(C2)CN(C3)CC3=NC=2C(=NC(=CC2)C(=O)OC)N3CCOC)C=C1)F